N-(3-((4-acetylpiperazin-1-yl)methyl)phenyl)-N-(4-(5-(difluoromethyl)-1,3,4-oxadiazol-2-yl)-2-fluorobenzyl)ethanesulfonamide C(C)(=O)N1CCN(CC1)CC=1C=C(C=CC1)N(S(=O)(=O)CC)CC1=C(C=C(C=C1)C=1OC(=NN1)C(F)F)F